[Si](C)(C)(C(C)(C)C)O[C@@]1([C@@H](CC[C@H](C1)C)C(C)C)C(=O)NC[C@@H](OCC(=O)OC)C1=CC=CC=C1 Methyl 2-((S)-2-((1S,2S,5R)-1-((tert-butyldimethylsilyl)oxy)-2-isopropyl-5-methylcyclohexane-1-carboxamido)-1-phenylethoxy)acetate